C(#N)[C@H](C[C@H]1C(NC(C1)(C)C)=O)NC([C@H](CC(C)(C)C)NC(=O)C=1NC2=CC=CC(=C2C1)OC)=O N-((S)-1-(((S)-1-cyano-2-((R)-5,5-dimethyl-2-oxopyrrolidin-3-yl)ethyl)amino)-4,4-dimethyl-1-oxopentan-2-yl)-4-methoxy-1H-indole-2-carboxamide